O[C@@H]1COCC[C@H]1NS(=O)(=O)C1=CC=C(C=C1)C N-((3S,4R)-3-hydroxytetrahydro-2H-pyran-4-yl)-4-methylbenzenesulfonamide